ClC1=CC=C(OC2(C(CCCC2)C)C#CC=2C=C(C=[NH+]C2)O)C=C1 5-((1-(4-chlorophenoxy)-2-methylcyclohexyl)ethynyl)-3-hydroxypyridinium